di-isopropylaminotriethylsilane C(C)(C)N(C(C)C)[Si](CC)(CC)CC